tert-Butyl 4-(4-fluoro-3-((3-methoxy-3-oxopropyl)amino)phenyl)-3,6-dihydropyridine-1(2H)-carboxylate FC1=C(C=C(C=C1)C=1CCN(CC1)C(=O)OC(C)(C)C)NCCC(=O)OC